FC1=C(C(=C(C(=C1[B-](C1=C(C(=C(C(=C1F)F)F)F)F)(C1=C(C(=C(C(=C1F)F)F)F)F)C1=C(C(=C(C(=C1F)F)F)F)F)F)F)F)F.C(CCCCCCCCCCCCCCCCCC)C1=[NH+]C(=CC=C1)CCCCCCCCCCCCCCCCCCC 2,6-bis(nonadecyl)pyridinium tetrakis(pentafluorophenyl)borate